[2-(3,4-difluoro-2-methyl-phenoxy)-6-methyl-5-(trifluoromethyl)-3-pyridinyl]boronic acid FC=1C(=C(OC2=NC(=C(C=C2B(O)O)C(F)(F)F)C)C=CC1F)C